rac-methyl (1R,2S)-5'-(2-((S)-2-methylazetidin-1-yl)-6,7-dihydro-5H-cyclopenta[d]pyrimidin-4-yl)-2'-oxospiro[cyclopropane-1,3'-indoline]-2-carboxylate C[C@@H]1N(CC1)C=1N=C(C2=C(N1)CCC2)C=2C=C1[C@]3(C(NC1=CC2)=O)[C@H](C3)C(=O)OC |r|